C(C)(C)S(=O)(=O)C1=C(NC(C)C=2C=C(C=C3C(N(C(=NC23)N2CCOCC2)C)=O)C)C=CC=C1 8-[1-(2-isopropylsulfonylanilino)ethyl]-3,6-dimethyl-2-morpholino-quinazolin-4-one